di(ethyl salicylate) carbonate C(O)(O)=O.C(C)OC=1C(C(=O)O)=CC=CC1.C(C)OC=1C(C(=O)O)=CC=CC1